BrC1=NN(C2=C(C=CC=C12)N)C 3-bromo-1-methylindazol-7-amine